methyl 4-((4-methoxyphenyl)amino)-3-nitrobenzoate COC1=CC=C(C=C1)NC1=C(C=C(C(=O)OC)C=C1)[N+](=O)[O-]